FC1=C(C=CC=C1F)CN1C(CCC1=O)CC(=O)OCCOC1=CC=C(C=C1)Cl 2-(4-chlorophenoxy)ethyl 2-[1-[(2,3-difluorophenyl)methyl]-5-oxopyrrolidin-2-yl]acetat